COC1=C(C=CC(=C1)OC)CNC1=NC=CC2=C1CC[C@H]2N (5R)-N1-[(2,4-dimethoxyphenyl)methyl]-5H,6H,7H-cyclopenta[c]pyridine-1,5-diamine